Racemic-12-Oxo-2-phenyl-2-azadispiro[4.1.47.35]tetradec-13-ene-13-carbonitrile O=C1C2(C[C@@]3(CCN(C3)C3=CC=CC=C3)C=C1C#N)CCCC2 |r|